C(C)(C)(C)OC(N[C@@H]1CN2C3=C(C(=C2C(=C1)C)C=1C=NC2=CC=CC=C2C1)C(=NC=N3)N)=O (S)-(4-amino-6-methyl-5-(quinolin-3-yl)-8,9-dihydropyrimido[5,4-b]indolizin-8-yl)carbamic acid tert-butyl ester